2-ETHOXYCARBONYLPHENYLBORONIC ACID C(C)OC(=O)C1=C(C=CC=C1)B(O)O